2-amino-3-(4-piperidinyl)propionic acid NC(C(=O)O)CC1CCNCC1